α-benzyloxyAcrylonitrile C(C1=CC=CC=C1)OC(C#N)=C